OC1=NC(=NC2=CC(=C(C=C12)C1CCC(CC1)C(=O)OC)OC)C methyl (1R,4R)-4-(4-hydroxy-7-methoxy-2-methylquinazolin-6-yl)cyclohexane-1-carboxylate